C1OCC12CSC2 2-oxa-6-thiaspiro[3.3]heptane